calcium lanthanum aluminum [Al].[La].[Ca]